OC=1C=C2C(=CNC2=C(C1)C)NC(C)=O N-(5-hydroxy-7-methyl-1H-indol-3-yl)acetamide